(3aR,7aS)-2,3,3a,4,5,6,7,7a-octahydro-1H-isoindole C1NC[C@@H]2CCCC[C@H]12